C(C)N(CC)CC.OC(COC(C1=C(C(=CC=C1)OC)OC)(C1=CC=CC=C1)C1=CC=CC=C1)C 2-hydroxy-1-(dimethoxytriphenylmethylhydroxy)-propane triethylamine salt